2-(2-oxa-6-azaspiro[3.3]heptan-6-yl)ethanol tert-Butyl-2-amino-6-(oxazol-5-yl)-6-phenyl-4,5,6,7-tetrahydrobenzo[b]thiophene-3-carboxylate C(C)(C)(C)C1CC(CC=2SC(=C(C21)C(=O)OCCN2CC1(COC1)C2)N)(C2=CC=CC=C2)C2=CN=CO2